C(C)OC(CS(=O)(=O)CC(C)(C)OCCC(C(=O)NNC)(C)C=1C=C(C=CC1)CC(C(=O)OCC)C)=O ethyl 3-(3-(4-((1-((2-ethoxy-2-oxoethyl)sulfonyl)-2-methylpropan-2-yl)oxy)-2-methyl-1-(2-methylhydrazineyl)-1-oxobutan-2-yl)phenyl)-2-methylpropanoate